FC1=C(C=CC=C1OCCF)C=O (2-fluoro-3-(2-fluoroethoxy)phenyl)methanone